(3S,9R)-3-[(R)-lauroyloxytetradecanoylamino]-4-oxo-5-aza-9(R)-[(R)-3-hydroxytetradecanoylamino]decane-1,10-diol C(CCCCCCCCCCC)(=O)OCCCCCCCCCCCCCC(=O)N[C@@H](CCO)C(NCCC[C@H](CO)NC(C[C@@H](CCCCCCCCCCC)O)=O)=O